n-butoxy dodecyloxy phosphate P(=O)(OOCCCC)(OOCCCCCCCCCCCC)[O-]